5-amino-N-{4-[(3S,5R)-3-amino-5-(trifluoromethyl)piperidin-1-yl]-7-hydroxy-6,7-dihydro-5H-cyclopenta[b]pyridin-3-yl}-2-(2,6-difluorophenyl)-1,3-thiazole-4-carboxamide NC1=C(N=C(S1)C1=C(C=CC=C1F)F)C(=O)NC=1C(=C2C(=NC1)C(CC2)O)N2C[C@H](C[C@H](C2)C(F)(F)F)N